ClC=1C=CC=C2C=C(N=C(C12)C)C=1C=CC(=NC1)C(=O)OC 2-Methyl 5-(8-chloro-1-methylisoquinolin-3-yl)picolinate